6-chloro-3-phenyl-2-(pyridin-3-ylamino)quinazolin-4(3H)-one ClC=1C=C2C(N(C(=NC2=CC1)NC=1C=NC=CC1)C1=CC=CC=C1)=O